N-(4-amino-1-tetrahydropyran-2-yl-pyrazolo[4,3-c]pyridin-7-yl)-N'-benzyl-N'-(1-naphthylmethyl)oxamide NC1=NC=C(C2=C1C=NN2C2OCCCC2)NC(=O)C(=O)N(CC2=CC=CC1=CC=CC=C21)CC2=CC=CC=C2